ClC1=NC=NC2=C1N(C=1C=C(C(=CC21)F)F)CC2=CC=C(CP(O)(O)=O)C=C2 (4-((4-chloro-7,8-difluoro-5H-pyrimido[5,4-b]indol-5-yl)methyl)benzyl)phosphonic acid